sodium Meta-aminophenol NC=1C=C(C=CC1)O.[Na]